FC1=C2C=CNC2=CC(=C1OC=1C=CC(=C(C1)C=1NC(=CN1)C1(COCC1)C=1C=C(C=CC1)CCC(=O)O)F)F 3-(3-(3-(2-(5-((4,6-difluoro-1H-indol-5-yl)oxy)-2-fluorophenyl)-1H-imidazol-5-yl)tetrahydrofuran-3-yl)phenyl)propanoic acid